FC(C1=CC=C(C=C1)N1C=2N(CC3(CN(CC3)C(C=C)=O)C1)N=CC2)(F)F 1-(4-(4-(trifluoromethyl)phenyl)-4,5-dihydro-7H-spiro[pyrazolo[1,5-a]pyrimidin-6,3'-pyrrolidin]-1'-yl)prop-2-en-1-one